N1(C=CC2=CC=CC=C12)C=1OC2=C(N1)C=CC=C2 2-(1H-indol-1-yl)benzoxazole